(2s,6s)-tert-butyl 4-(1-((3-(5-fluoro-2-((2-fluoro-3-(methylsulfonyl) phenyl) amino) pyrimidin-4-yl)-1H-indol-7-yl) amino)-1-oxoprop-2-yl)-2,6-dimethylpiperazine-1-carboxylate FC=1C(=NC(=NC1)NC1=C(C(=CC=C1)S(=O)(=O)C)F)C1=CNC2=C(C=CC=C12)NC(C(C)N1C[C@@H](N([C@H](C1)C)C(=O)OC(C)(C)C)C)=O